(1-methyl-2,6-dioxopiperidin-3-yl)-5-(piperazin-1-yl)-2,3-dihydro-1H-isoindole-1,3-dione CN1C(C(CCC1=O)N1C(C2=CC=C(C=C2C1=O)N1CCNCC1)=O)=O